CC1=C(C=2N(C=C1C=1NC3=CC=C(C=C3C1C(C)C)OC1CCN(CC1)CC(=O)N(C)C)C=NN2)C 2-(4-((2-(7,8-dimethyl-[1,2,4]triazolo[4,3-a]pyridin-6-yl)-3-isopropyl-1H-indol-5-yl)oxy)piperidin-1-yl)-N,N-dimethylacetamide